S1S[C@@H](CC1)CCCCC(=O)OCCO 2-hydroxyethyl (R)-5-(1,2-dithiolan-3-yl)pentanoate